C12(CC3CC(CC(C1)C3)C2)CC(=O)NCCCN 2-(adamantan-1-yl)-N-(3-aminopropyl)acetamide